tert-butyl 4-(4-cyano-2,6-dimethylphenoxy)-2-((4-cyanophenyl) amino)-7,8-dihydropyrido[4,3-d]pyrimidine-6(5H)-carboxylate C(#N)C1=CC(=C(OC=2C3=C(N=C(N2)NC2=CC=C(C=C2)C#N)CCN(C3)C(=O)OC(C)(C)C)C(=C1)C)C